ClC=1C=C(C=CC1C1CCCCC1)CCCN1CCC2(CC1)CCCCC2 3-[3-(3-chloro-4-cyclohexylphenyl)propyl]-3-azaspiro[5.5]undecane